ClC1=C(C=C(C(=C1)Cl)Cl)S(=O)(=O)Cl 2,4,5-trichlorobenzene-1-sulfonyl chloride